N-hydroxydimethylamine ON(C)C